C1(=CC=CC=C1)OC(=O)N1CCN(CC1)C1(CCOCC1)C1=CC=C(C=C1)C(C)(C)N 4-{4-[4-(2-Aminoprop-2-yl)phenyl]tetrahydro-2H-pyran-4-yl}piperazine-1-carboxylic acid phenyl ester